C(CCCCCCCCCCCCCCC(=O)O)CCCCCCCCCCCCCC(=O)O.N1=CC=C(C=C1)C1=CC=C(S1)C=1SC(=CC1)C1=CC=C(C=C1)N1CCN(CC1)C1=CC=C(C=C1)C1=CC=C(S1)C=1SC(=CC1)C1=CC=NC=C1 1,4-bis(4-(5'-(pyridin-4-yl)-[2,2'-bithiophene]-5-yl)phenyl)piperazine ethylenedimyristate